(Benzyl-3-O-benzyl-2-deoxy-4-O-methyl-2-trichloroacetamido-α-L-altropyranosyluronate)-(1→3)-4-azido-2-trichloroacetamido-2,4,6-trideoxy-β-D-galactopyranose C(C1=CC=CC=C1)[C@@]1([C@@H]([C@@H](OCC2=CC=CC=C2)[C@@H](OC)[C@@H](O1)C(=O)[O-])NC(C(Cl)(Cl)Cl)=O)O[C@@H]1[C@H]([C@H](O)O[C@@H]([C@@H]1N=[N+]=[N-])C)NC(C(Cl)(Cl)Cl)=O